phenyl-4,6-bis(2-pyridyl)-pyridine C1(=CC=CC=C1)C1=NC(=CC(=C1)C1=NC=CC=C1)C1=NC=CC=C1